NC1=C(C=CC2=CC=CC=C12)N=NC=1C=NC(=CC1)C1=C(C=C(C=C1)F)C 4-Amino-3-[6-(4-fluoro-2-methylphenyl)pyridin-3-ylazo]naphthalin